OC1=CC=C(C=C1)OC(=O)N1C(OCC1)(C)C 4-hydroxyphenyl-2,2-dimethyloxazolidine-3-carboxylate